1-((1-phenylpiperidin-4-yl)methyl)piperazine hydrochloride Cl.C1(=CC=CC=C1)N1CCC(CC1)CN1CCNCC1